N=1C=NN2C1C=CC(=C2)C=2N=C(NC2C2=NC(=CC=C2)C)CNC(C2=CC=C(C=C2)CCl)=O N-((4-([1,2,4]triazolo[1,5-a]pyridin-6-yl)-5-(6-methylpyridin-2-yl)-1H-imidazol-2-yl)methyl)-4-(chloromethyl)benzamide